O1CCN(CC1)C1=NN(C=C1)C1=C(C#N)C=CC=C1 (3-morpholino-1H-pyrazol-1-yl)benzonitrile